FC=1C=C2CC(CC2=CC1F)(C(NCC=1SC2=C(N1)C=C(C(=C2)OC)OCC(=O)N2CCN(CC2)C)=O)CC(=O)O 2-[5,6-difluoro-2-[[6-methoxy-5-[2-(4-methylpiperazin-1-yl)-2-oxo-ethoxy]-1,3-benzothiazol-2-yl]methylcarbamoyl]indan-2-yl]acetic Acid